C(C)OCC1=C(C=C(C=C1)C)N1/C(/SCC1=O)=N/C(=O)NC1=C(C=C(C=C1)C1=NN(C=N1)C1=CC=C(C=C1)C)F (Z)-1-(3-(2-(ethoxymethyl)-5-methylphenyl)-4-oxothiazolidin-2-ylidene)-3-(2-fluoro-4-(1-(p-tolyl)-1H-1,2,4-triazol-3-yl)phenyl)urea